(R)-8-(4-(bis(4-fluorophenyl)methyl)-3-methylpiperazin-1-yl)-5-methyl-6-oxo-5,6-dihydro-1,5-naphthyridine-2-carbonitrile FC1=CC=C(C=C1)C(N1[C@@H](CN(CC1)C1=CC(N(C=2C=CC(=NC12)C#N)C)=O)C)C1=CC=C(C=C1)F